5-chloro-1H-pyrazolo[4,3-b]Pyridin-3-amine ClC1=CC=C2C(=N1)C(=NN2)N